N1N=NC2=C1C=C(C=C2)C(=O)NC=2C=CC(=C(C2)NC(=O)C2=NOC(=C2)C)C N-(5-(1H-benzo[d][1,2,3]triazole-6-carboxamido)-2-methylphenyl)-5-methylisoxazole-3-carboxamide